COC(=O)C1=CC2=C(OC1=O)C=C(S2)N(C(=O)NC=2C=C(C=CC2)C)C 2-(1-methyl-3-(m-tolyl)ureido)-5-oxo-5H-thieno[3,2-b]Pyran-6-carboxylic acid methyl ester